(S)-1-(3-(6-chloro-7-fluoro-3-(1H-imidazol-1-yl)-5-methoxy-1-methyl-1H-indol-2-yl)-1H-1,2,4-triazol-5-yl)-N-(2-methoxyethyl)-N-methylethan-1-amine ClC1=C(C=C2C(=C(N(C2=C1F)C)C1=NNC(=N1)[C@H](C)N(C)CCOC)N1C=NC=C1)OC